CN1N=C(C=C1)/C=C/C=O (E)-3-(1-methylpyrazol-3-yl)prop-2-enal